5-menthoxy-3,4-dibromo-2(5H)furanone C1(CC(C(CC1)C(C)C)OC1C(=C(C(O1)=O)Br)Br)C